C1(CCCC1)C(=O)N1CC2CCC(CC1)N2CC2=C(N=C1N2C=CC=N1)C1=CC=C(C=C1)C(C)C cyclopentyl[9-{[2-(4-isopropylphenyl)imidazo[1,2-a]pyrimidin-3-yl]methyl}-3,9-diazabicyclo[4.2.1]non-3-yl]methanone